C1(C(=CC(C2=CC=CC=C12)=O)CCO)=O 4-naphthoquinone-ethanol